methyl 2-(6-((tert-butoxycarbonyl)amino)pyridin-3-yl)-3,3-dimethyl-1,2,3,4-tetrahydroisoquinoline-6-carboxylate C(C)(C)(C)OC(=O)NC1=CC=C(C=N1)N1CC2=CC=C(C=C2CC1(C)C)C(=O)OC